NC=1N=CC2=C(N1)N(C(C(=C2)N2CCN(C1=C(C=CC=C21)C)C(C=C)=O)=O)C2=CC(=CC=C2)Cl 2-amino-8-(3-chlorophenyl)-6-(5-methyl-4-prop-2-enoyl-2,3-dihydroquinoxalin-1-yl)pyrido[2,3-d]pyrimidin-7-one